bis(4-(2-hydroxyethoxy)phenyl)methane OCCOC1=CC=C(C=C1)CC1=CC=C(C=C1)OCCO